5-(butyldimethylsilyl)-2-cyclohexyl-3-methoxyphenol C(CCC)[Si](C=1C=C(C(=C(C1)O)C1CCCCC1)OC)(C)C